N1C(NC2=C1C=CC=C2)=O 2,3-dihydro-1H-benzo[2,1-d]imidazol-2-one